(chloromethyl)-1,8-dihydroxy-10,10-dimethylanthracene-9(10H)-one ClCC1=C(C=2C(C3=C(C=CC=C3C(C2C=C1)(C)C)O)=O)O